N-(trimethylsiloxycarbonyl)methyl-3-aminopropyl-triethoxysilane C[Si](OC(=O)CNCCC[Si](OCC)(OCC)OCC)(C)C